2-(N,N-bis(2,4-dimethoxybenzyl)sulfamoyl)pyridine COC1=C(CN(S(=O)(=O)C2=NC=CC=C2)CC2=C(C=C(C=C2)OC)OC)C=CC(=C1)OC